ClC=1C(=C(C(=CC1)C)C1=CN=C(C(=N1)C(=O)NC=1C=NN(C1)CC=1N=NC(=C(C1C)C)N1C([C@@H]2C[C@@H]2C1)=O)C)F 6-(3-chloro-2-fluoro-6-methylphenyl)-N-(1-((4,5-dimethyl-6-((1r,5s)-2-oxo-3-azabicyclo[3.1.0]hex-3-yl)pyridazin-3-yl)methyl)-1H-pyrazol-4-yl)-3-methylpyrazine-2-carboxamide